e-nonanolactone C1(CCCCCCCCO1)=O